BrC=1C=C2N(N=CC(=C2N[C@H]2C[C@H](CC2)NC(OC(C)(C)C)=O)C(N)=NC2=C(C=C(C=C2)O[Si](C)(C)C(C)(C)C)CC)C1 tert-butyl N-[(1S,3R)-3-[[6-bromo-3-[N'-[4-[tert-butyl(dimethyl)silyl]oxy-2-ethyl-phenyl]carbamimidoyl]pyrrolo[1,2-b]pyridazin-4-yl]amino]cyclopentyl]carbamate